O.O.O.O.P([O-])([O-])[O-].[Al+3] Aluminium phosphit Tetrahydrat